Cl.ClC=1C(=CC=2C3=C(C(NC2C1)=O)CN[C@H]3C)OC (S)-7-chloro-8-methoxy-1-methyl-1,2,3,5-tetrahydro-4H-pyrrolo[3,4-c]quinolin-4-one hydrochloride